FC1=C(C=C(C=C1)F)C(CF)C=1C=C2C(=NNC2=CC1)NC(C1=C(C=C(C=C1)N1CCN(CC1)C1CC1)NC1CCOCC1)=O N-(5-(1-(2,5-difluorophenyl)-2-fluoroethyl)-1H-indazol-3-yl)-4-(4-cyclopropylpiperazin-1-yl)-2-((tetrahydro-2H-pyran-4-yl)amino)benzamide